BrC=1C=C2C=CN(C2=CC1)C[C@](C(=O)NC1=CC(=C(C=C1)C#N)C(F)(F)F)(C)O (S)-3-(5-bromo-1H-indol-1-yl)-N-(4-cyano-3-(trifluoromethyl)phenyl)-2-hydroxy-2-methylpropanamide